(R)-2-((1-(2-cyano-7-methyl-3-(1-oxa-8-azaspiro[4.5]decan-8-yl)quinoxalin-5-yl)ethyl)amino)benzoic acid C(#N)C1=NC2=CC(=CC(=C2N=C1N1CCC2(CCCO2)CC1)[C@@H](C)NC1=C(C(=O)O)C=CC=C1)C